OC1(CCCCC1)C(=O)C1=CC=CC=C1 1-hydroxycyclohexyl-(phenyl)methanone